((((4-(methylthio)phenyl)methoxy)methylthio)amino)amine CSC1=CC=C(C=C1)COCSNN